O[C@H](CN1N=CC(=C1)C1=CC=CC(=N1)C(=O)NC=1C=C2C(=NC1N1CCCCC1)N=C(S2)N2CCOCC2)C (S)-6-(1-(2-hydroxypropyl)-1H-pyrazol-4-yl)-N-(2-morpholino-5-(piperidin-1-yl)thiazolo[4,5-b]pyridin-6-yl)pyridine-2-carboxamide